6-chloro-N-(5-chloro-1-cyclopropyl-1H-pyrazol-4-yl)-7-(1-(5,5-dimethyltetrahydrofuran-3-yl)piperidin-4-yl)quinazolin-2-amine ClC=1C=C2C=NC(=NC2=CC1C1CCN(CC1)C1COC(C1)(C)C)NC=1C=NN(C1Cl)C1CC1